C1=CC=CC2=CC3=CC=CC=C3C(=C12)C=1NC(=C2N(C1)C(C(=N2)CC=2OC=CC2)=O)CC2=CC=CC=C2 6-(anthracene-9-yl)-8-benzyl-2-(furan-2-ylmethyl)imidazo[1,2-a]pyrazin-3(7H)-one